N[C@H]1CC[C@H](CC1)NC(OC(C)(C)C)=O cis-tert-butyl N-(4-amino cyclohexyl)carbamate